1-(pyridin-4-ylmethyl)-1H-pyrrole-2-carboxamide N1=CC=C(C=C1)CN1C(=CC=C1)C(=O)N